S(C1=CC=CC=2C3=CC=CC=C3NC12)C1=CC=CC=2C3=CC=CC=C3NC12 1,1'-thiodicarbazole